1-(4-((R)-1-(3-amino-5-(trifluoromethyl)phenyl)ethylamino)-2-(methylamino)pyrido[3,4-d]pyrimidin-6-yl)piperidin-4-ol NC=1C=C(C=C(C1)C(F)(F)F)[C@@H](C)NC=1C2=C(N=C(N1)NC)C=NC(=C2)N2CCC(CC2)O